C1(CCCC1)NS(=O)(=O)C1=CC2=C(N=C(S2)C2CCN(CC2)C(=O)OC(C)(C)C)C=C1 tert-butyl 4-(6-(N-cyclopentylsulfamoyl)benzo[d]thiazol-2-yl)piperidine-1-carboxylate